COC(=O)C=1C=2C=CN(C2C=C(C1)N1C=NC(=C1)C1CC1)C 6-(4-cyclopropyl-1H-imidazol-1-yl)-1-methyl-1H-indole-4-carboxylic acid methyl ester